ClCC1=CC=C(C=C1)N1N=NC=C1 1-(4-(chloromethyl)phenyl)-1H-1,2,3-triazole